C(CCCCCCC)OC(C1=CC(C(=O)O)=CC=C1)=O.C(C1=CC(C(=O)O)=CC=C1)(=O)OCCCCCCC n-heptyl isophthalate (n-octyl)isophthalate